C(C)(=O)N1CCC(CC1)(C)NC(C(=O)C1=C(C(=C(N1C)C)C(=O)NC1=CC(=C(C=C1)F)C)C)=O 5-(2-((1-acetyl-4-methylpiperidin-4-yl)amino)-2-oxoacetyl)-N-(4-fluoro-3-methylphenyl)-1,2,4-trimethyl-1H-pyrrole-3-carboxamide